BrC=1C=C(C=NC1SC)C(C(F)(F)F)O 1-(5-bromo-6-(methylthio)pyridin-3-yl)-2,2,2-trifluoroethan-1-ol